1-(allyloxy)-4-cyclopropylbenzene C(C=C)OC1=CC=C(C=C1)C1CC1